N[C@H](CC1=C(C=2N=C(N=C(C2S1)NCC1=CC=NC=C1)Cl)C)C 6-[(2S)-2-aminopropyl]-2-chloro-7-methyl-N-[(pyridin-4-yl)methyl]thieno[3,2-d]pyrimidin-4-amine